ClC1=C(C=CC(N1)=O)C1CC1 6-chloro-5-cyclopropylpyridin-2(1H)-one